CC1=NN(C(=N1)C)C1=CC=C(C=C1)C1CN(C1)C(=O)N1C[C@H](CC1)C1=NC=NN1 [3-[4-(3,5-Dimethyl-1,2,4-triazol-1-yl)phenyl]azetidin-1-yl]-[(3S)-3-(1H-1,2,4-triazol-5-yl)pyrrolidin-1-yl]methanone